FC(N1N=CC=C1C=O)(F)F 2-(trifluoro-methyl)pyrazole-3-carbaldehyde